C(C1=CC=CC=C1)(C1=CC=CC=C1)(C1=CC=CC=C1)O[C@@H](C(=O)OC)C Methyl (2R)-2-trityloxypropionate